Ethyl (E)-5-[3-(3-chloro-10,11-dihydro-5H-dibenzo[b,f]azepin-5-yl)propylamino]pent-2-enoate ClC=1C=CC2=C(N(C3=C(CC2)C=CC=C3)CCCNCC/C=C/C(=O)OCC)C1